3-(benzyloxy)-4-oxo-4H-pyran-2-carboxylic acid ethyl ester C(C)OC(=O)C=1OC=CC(C1OCC1=CC=CC=C1)=O